hydrazino-5-(trifluoromethyl)pyridine N(N)C1=NC=C(C=C1)C(F)(F)F